(1R,2S)-2-(((2,4-dimethoxybenzyl)oxy)carbonyl)-2-methylcyclopentane-1-carboxylic acid COC1=C(COC(=O)[C@@]2([C@@H](CCC2)C(=O)O)C)C=CC(=C1)OC